O=C1N(C(C2=CC=CC=C12)=O)C1(C(NC(CC1)=O)=O)F 1,3-dioxo-2-(2,6-dioxo-3-fluoropiperidin-3-yl)isoindoline